C(CCCCCCCCCCCCCCCCCCCCCC)(=O)OCCCCCCCCCCCCCCCC hexadecan-1-yl tricosylate